ClC=1C=C(C=C(C1OC1=NNC(C(=C1)C(C([2H])([2H])[2H])C([2H])([2H])[2H])=O)Cl)N1C(NC(C(=C1)C#N)=O)=O 1-(3,5-dichloro-4-((6-oxo-5-(propan-2-yl-1,1,1,3,3,3-d6)-1,6-dihydropyridazin-3-yl)oxy)phenyl)-2,4-dioxo-1,2,3,4-tetrahydropyrimidine-5-carbonitrile